(E)-3-(thiophen-2-yl)-propenyl bromide S1C(=CC=C1)C/C=C/Br